(S)-4-(3-bromophenyl)pyrrolidin-2-one BrC=1C=C(C=CC1)[C@@H]1CC(NC1)=O